C1(CC1)[C@H]1CC2=NC(=C(C(=C2CO1)C=1C(=CC=C2C=NN(C12)C)C)C#N)N1CC2(CN(C2)C(C=C)=O)CC1 (P)-(7R)-7-cyclopropyl-4-(1,6-dimethyl-1H-indazol-7-yl)-2-(2-(2-propenoyl)-2,6-diazaspiro[3.4]octan-6-yl)-7,8-dihydro-5H-pyrano[4,3-b]pyridine-3-carbonitrile